(R)-3-(3-fluoro-4-methoxyphenyl)-8-methyl-6-nitro-2-(pyrrolidin-2-yl)quinazolin-4(3H)-one FC=1C=C(C=CC1OC)N1C(=NC2=C(C=C(C=C2C1=O)[N+](=O)[O-])C)[C@@H]1NCCC1